N1(C=NC2=C1C=CC=C2)C2=CC=C(C=C2)NC(OC2=CC=CC=C2)=O phenyl (4-benzimidazol-1-yl-phenyl)-carbamate